C1(CC1)C(=O)NC1=C(C2=C(S1)CC[C@@H]2C)C(=O)NCC2CC2 (4s)-2-(Cyclopropanecarbonylamino)-N-(cyclopropylmethyl)-4-methyl-5,6-dihydro-4H-cyclopenta[b]thiophene-3-carboxamide